(R)-N-(5-(5-(1-(3,5-dichloro-pyridin-4-yl)ethoxy)-1H-indazol-3-yl)pyridin-2-yl)-2-(methylsulfonyl)-2-azaspiro[3.3]heptan-6-amine ClC=1C=NC=C(C1[C@@H](C)OC=1C=C2C(=NNC2=CC1)C=1C=CC(=NC1)NC1CC2(CN(C2)S(=O)(=O)C)C1)Cl